ClC1=C(C=CC(=C1)Cl)NC(=O)C1=NC(=NO1)C1=CC=C(C=C1)Cl (2,4-dichlorophenyl)-3-(p-chlorophenyl)-1,2,4-oxadiazole-5-carboxamide